C(C1=CC=CC=C1)[C@@H]1N(C(OCC1)=O)C1=CC(=CC(=N1)[C@@H](C)NC=1C(=NC(=CC1)Cl)C(=O)O)C 3-(((R)-1-(6-((S)-4-Benzyl-2-oxo-1,3-oxazinan-3-yl)-4-methylpyridin-2-yl)ethyl)amino)-6-chloropicolinic acid